4-(4-chloro-2-fluoro-phenyl)-5-[4-[(3S)-1-(3-fluoropropyl)pyrrolidin-3-yl]oxyphenyl]-1,1-dioxo-2,3-dihydro-1λ6-benzothiepin-8-ol ClC1=CC(=C(C=C1)C=1CCS(C2=C(C1C1=CC=C(C=C1)O[C@@H]1CN(CC1)CCCF)C=CC(=C2)O)(=O)=O)F